PALMITIC ANHYDRIDE C(CCCCCCCCCCCCCCC)(=O)OC(CCCCCCCCCCCCCCC)=O